FC(CC1OC(OC1)=O)(C(F)(F)F)C(F)(F)F 4-(2,3,3,3-tetrafluoro-2-(trifluoromethyl)propyl)-1,3-dioxolane-2-one